(R)-1-(3-(5-fluoro-2-(3-methoxyphenylamino)pyrimidin-4-ylthio)piperidin-1-yl)prop-2-en-1-one FC=1C(=NC(=NC1)NC1=CC(=CC=C1)OC)S[C@H]1CN(CCC1)C(C=C)=O